COC1=CC=C(C=C1)NC(C(=C(C)NC)C(C)=O)=O N-(4'-methoxyphenyl)-2-acetyl-3-methylamino-2-butenamide